FC1=C(C=CC=C1)NC(C(=O)NC(C(N[C@@H](C[C@H]1C(NCC1)=O)C(COC(F)(F)F)=O)=O)CC1CCOCC1)=O N1-(2-fluorophenyl)-N2-(1-oxo-1-(((S)-3-oxo-1-((S)-2-oxopyrrolidin-3-yl)-4-(trifluoromethoxy)butan-2-yl)amino)-3-(tetrahydro-2H-pyran-4-yl)propan-2-yl)oxalamide